CN(C)CC1=C(SC=C1)C(=O)NCC1=NC(=NO1)C=1N(C2=CC=CC(=C2C1)N[C@H]1[C@H](CN(CC1)C)F)CC(F)(F)F [(dimethylamino)methyl]-N-{[3-(4-{[(3S,4R)-3-fluoro-1-methylpiperidin-4-yl]amino}-1-(2,2,2-trifluoroethyl)-1H-indol-2-yl)-1,2,4-oxadiazol-5-yl]methyl}thiophene-2-carboxamide